C(C)OC(=O)C1=CC2=C(N=C(S2)C2=CC=CC=C2)N1 2-phenyl-4H-pyrrolo[2,3-d]thiazole-5-carboxylic acid ethyl ester